FC(C1=CC(=NC=C1)N)(F)F 4-(trifluoromethyl)-2-pyridylamine